Dimethyl (R)-2-(6-((1-(3-(difluoromethyl)-2-fluorophenyl)ethyl)amino)-5-(1,3-dioxolan-2-yl)-2-methylpyrimidin-4-yl)-2-fluoromalonate FC(C=1C(=C(C=CC1)[C@@H](C)NC1=C(C(=NC(=N1)C)C(C(=O)OC)(C(=O)OC)F)C1OCCO1)F)F